C(C)(C)(C)OC(=O)N1CC(C1)C(C)(O)C=1C=NC(=C(C1)OCC1=CC(=CC(=C1)F)F)Cl.CC1=CC=C(C=C2CNCC(C2=O)=CC2=CC=C(C=C2)C)C=C1 3,5-bis(4-methylbenzylidene)piperidin-4-one tert-butyl-3-(1-{6-chloro-5-[(3,5-difluorophenyl)methoxy]pyridin-3-yl}-1-hydroxyethyl)azetidine-1-carboxylate